C(C)C(C)=CC=C 2-ethyl-2,4-pentadiene